C(=O)(O)C(C1=NC(=NC=C1)[N-]S(=O)(=O)C1CC1)OC.[Li+] lithium (4-(carboxy(methoxy)methyl)pyrimidin-2-yl)(cyclopropylsulfonyl)amide